2-(isoindolin-2-ylmethyl)-5-((1-(2-(methylsulfonyl)acetyl)piperidin-4-yl)methoxy)-4H-pyran-4-one C1N(CC2=CC=CC=C12)CC=1OC=C(C(C1)=O)OCC1CCN(CC1)C(CS(=O)(=O)C)=O